C(=O)O.ClC1=C(C=C(C=C1)C#N)C=1C=C2C(=NN(C2=CC1)C(=O)OCCCOCCCOC)NC(=O)[C@H]1CNCCC1 3-(3-Methoxypropoxy)propyl 5-(2-chloro-5-cyanophenyl)-3-{[(3R)-piperidin-3-ylcarbonyl]amino}-1H-indazole-1-carboxylate formate